tert-Butyl [{2-chloro-5-[2'-methyl-5'-(pentafluoroethyl)-4'-(trifluoromethyl)-2'H-[1,3'-bipyrazol]-4-yl]benzoyl}(1-cyanocyclopropyl)amino]methyl (2E)-but-2-enedioate C(\C=C\C(=O)OCN(C1(CC1)C#N)C(C1=C(C=CC(=C1)C=1C=NN(C1)C=1N(N=C(C1C(F)(F)F)C(C(F)(F)F)(F)F)C)Cl)=O)(=O)OC(C)(C)C